ClC1=C(N=C(NC1=O)C1=CC=NC=C1)C1CCOCC1 5-chloro-2-(4-pyridinyl)-4-tetrahydropyran-4-yl-1H-pyrimidin-6-one